F[C@@H](C(=O)NC1=C(C=C(C=C1)NCC1=CC=C(C=C1)C(F)(F)F)NC)[C@@H](CCCC)F (2S,3R)-2,3-difluoro-N-(2-(methylamino)-4-((4-(trifluoromethyl)benzyl)amino)phenyl)heptanamide